C(C)C1(COC1)COCCOCCOCCOCC1(COC1)CC triethyleneglycol bis(3-ethyl-3-oxetylmethyl) ether